CC(C(=O)OCC(=CBr)Br)C 2,3-dibromoallyl 2-methylpropanoate